rel-2-((5r,7r,8r)-1,7-dimethyl-2-oxo-1-azaspiro[4.5]decan-8-yl)-N-(imidazo[1,2-b]pyridazin-3-yl)-6-methoxy-2H-indazole-5-carboxamide CN1C(CC[C@]12C[C@H]([C@@H](CC2)N2N=C1C=C(C(=CC1=C2)C(=O)NC2=CN=C1N2N=CC=C1)OC)C)=O |o1:5,7,8|